3-(difluoromethyl)-4-methanesulfonylphenol FC(C=1C=C(C=CC1S(=O)(=O)C)O)F